7-(1H-indazol-6-yl)-1-(2-(tetrahydro-2H-pyran-4-yl)ethyl)-3,4-dihydropyrazino[2,3-b]pyrazin N1N=CC2=CC=C(C=C12)C1=CN=C2C(=N1)N(CCN2)CCC2CCOCC2